(1aS,5aS)-2-(2,4-Difluorophenyl)-1a,2,5,5a-tetrahydro-1H-2,3-diaza-cyclopropa[a]pentalene-4-carboxylic acid ((R)-1-ethyl-pyrrolidin-2-ylmethyl)-amide C(C)N1[C@H](CCC1)CNC(=O)C=1C=2C[C@H]3[C@@H](C2N(N1)C1=C(C=C(C=C1)F)F)C3